FC=1C(=CC(=NC1)C(=O)NC1=NC=C(C=C1)F)C=1C=NN(C1)C 5-Fluoro-N-(5-fluoropyridin-2-yl)-4-(1-methyl-1H-pyrazol-4-yl)picolinamide